COC1=CC=C(C=C1)C(OC[C@]1(O[C@H](CNC1)N1C2=NC=NC(=C2N=C1)NC(C1=CC=CC=C1)=O)CO[Si](C(C)C)(C(C)C)C(C)C)(C1=CC=CC=C1)C1=CC=C(C=C1)OC N-[9-[(2R,6S)-6-[[bis(4-methoxyphenyl)-phenyl-methoxy]methyl]-6-(triisopropylsilyl-oxymethyl)morpholin-2-yl]purin-6-yl]benzamide